FC1=C(C(=C(C=C1OC)OC)F)C1CC=2NN=C(C2CO1)C1=C(C=NN1C)[N+](=O)[O-] 6-(2,6-difluoro-3,5-dimethoxyphenyl)-3-(1-methyl-4-nitro-1H-pyrazol-5-yl)-1,4,6,7-tetrahydropyrano[4,3-C]pyrazole